IC1=CNC2=NC=C(C=C21)C=O 3-IODO-1H-PYRROLO[2,3-B]PYRIDINE-5-CARBALDEHYDE